[Li+].[Li+].[Li+].P([O-])(=O)(OP(=O)([O-])OP(=O)([O-])O)OC[C@@H]1[C@H]([C@H]([C@@H](O1)N1C=NC=2C(N)=NC=NC12)O)O adenosine 5'-triphosphate trilithium salt